methyl (S)-(7-((1-((tert-butyldiphenylsilyl)oxy)hexan-3-yl)amino)-1-((2-(hydroxymethyl)-5-methoxypyridin-4-yl)methyl)-1H-pyrazolo[4,3-d]pyrimidin-5-yl)carbamate [Si](C1=CC=CC=C1)(C1=CC=CC=C1)(C(C)(C)C)OCC[C@H](CCC)NC=1C2=C(N=C(N1)NC(OC)=O)C=NN2CC2=CC(=NC=C2OC)CO